phenyl-(E)-4-(4-chloro-2-fluorophenyl)-N-cyanopiperazine C1(=CC=CC=C1)C1N(CCN(C1)C1=C(C=C(C=C1)Cl)F)C#N